C(#N)C1=C(C=C(C=C1)N1[C@H](O[C@@H](C1)COC1=CC=C(CNC(C)=O)C=C1)C(F)(F)F)C(F)(F)F N-(4-(((2R,5S)-3-(4-Cyano-3-(trifluoromethyl)phenyl)-2-(trifluoromethyl)oxazolidin-5-yl)methoxy)benzyl)acetamid